ClC=1C(=C(C=CC1F)NC(=O)[C@H]1N(C[C@H]([C@H]1O)O)C(=O)OC(C)(C)C)F (2S,3S,4R)-tert-butyl 2-((3-chloro-2,4-difluorophenyl)carbamoyl)-3,4-dihydroxypyrrolidine-1-carboxylate